cis-N-(2-chloro-4-fluoro-3-((5-fluoro-3-methyl-4-oxo-3,4-dihydroquinazolin-6-yl)amino)Phenyl)-3-fluoro-4-methoxypyrrolidine-1-sulfonamide ClC1=C(C=CC(=C1NC=1C(=C2C(N(C=NC2=CC1)C)=O)F)F)NS(=O)(=O)N1C[C@H]([C@H](C1)OC)F